ethyl 4-[[(1S)-2-hydroxy-1-phenyl-ethyl]amino]-2-[(1-oxo-3,4-dihydro-2H-isoquinolin-6-yl)amino]pyrimidine-5-carboxylate OC[C@H](C1=CC=CC=C1)NC1=NC(=NC=C1C(=O)OCC)NC=1C=C2CCNC(C2=CC1)=O